The molecule is a metal sulfate compound having copper(2+) as the metal ion. It has a role as a sensitiser, a fertilizer and an emetic. It contains a copper(2+). [O-]S(=O)(=O)[O-].[Cu+2]